COC1CCN(CC1)C/C=C/C(=O)N1[C@H](CNCC1)CC#N (S,E)-2-(1-(4-(4-methoxypiperidin-1-yl)but-2-enoyl)piperazin-2-yl)acetonitrile